(3-[(4-CYCLOPROPYLPIPERAZIN-1-YL)METHYL]PHENYL)BORANEDIOL C1(CC1)N1CCN(CC1)CC=1C=C(C=CC1)B(O)O